(R)-9-Oxo-8-(3-phenylisoxazol-5-yl)octahydro-2H-pyrazino[1,2-a]pyrazin O=C1N(CCN2[C@@H]1CNCC2)C2=CC(=NO2)C2=CC=CC=C2